NC1CCN(CC1)C1=NC(=C2N=CN(C2=N1)C(C)C)NCC1=C(C=CC=C1)C1=C(C=CC=C1)CN(C)C 2-(4-aminopiperidin-1-yl)-N-({2'-[(dimethylamino)methyl]-[1,1'-biphenyl]-2-yl}methyl)-9-isopropylpurin-6-amine